iron tris(hexane-2,4-dione) CC(CC(CC)=O)=O.CC(CC(CC)=O)=O.CC(CC(CC)=O)=O.[Fe]